ClC1=CC=C(N=N1)NC1=NC(=NC2=CC=CC=C12)NC1=CC=C(C=C1)CC#N 2-(4-((4-((6-chloropyridazin-3-yl)amino)quinazolin-2-yl)amino)phenyl)acetonitrile